N1C=NC2=C1C=CC(=C2)C2=NN=C(O2)C=2C=CC(=C(C#N)C2)NCC(F)F 5-[5-(1H-1,3-benzo-diazol-5-yl)-1,3,4-oxadiazol-2-yl]-2-[(2,2-difluoroethyl)amino]benzonitrile